C(C)(C)(C)OC(=O)C12C(C(C1)(C2)CN)(F)F.ClC2=CC(=C(C=C2Cl)[C@@H](C2CCNCC2)CC(C)(S(=O)N)C)OCC=C [(R)-[4,5-dichloro-2-(prop-2-en-1-yloxy)phenyl](piperidin-4-yl)methyl]2-methylpropane-2-sulfinamide tert-butyl-3-(aminomethyl)-2,2-difluorobicyclo[1.1.1]pentane-1-carboxylate